ethyl 5-(4-(trifluoromethyl) phenyl)-1H-imidazole-2-carboxylate FC(C1=CC=C(C=C1)C1=CN=C(N1)C(=O)OCC)(F)F